ClC=1C=C(C=CC1F)C=1C=CC=C2C=CN(C(C12)=O)CC(N1CCCC1)=O 8-(3-chloro-4-fluorophenyl)-2-(2-oxo-2-(pyrrolidin-1-yl)ethyl)isoquinolin-1(2H)-one